FC(C1=CC=C(C=C1)NC(N)=O)(F)F N'-(4-trifluoromethylphenyl)urea